N-(4-((7-cyano-2-((4,4-dimethyl-6,7-dihydro-4H-pyrazolo[5,1-c][1,4]oxazin-2-yl)amino)-1-methyl-1H-imidazo[4,5-b]pyridin-6-yl)oxy)pyridin-2-yl)azetidine-1-carboxamide C(#N)C1=C2C(=NC=C1OC1=CC(=NC=C1)NC(=O)N1CCC1)N=C(N2C)NC2=NN1C(C(OCC1)(C)C)=C2